(E)-6-(6-(2-(5-cyclopropyl-3-(3,5-dichloropyridin-4-yl)isoxazol-4-yl)vinyl)-3-azabicyclo[3.1.0]hex-3-yl)benzo[d]isothiazole-3-carboxylic acid C1(CC1)C1=C(C(=NO1)C1=C(C=NC=C1Cl)Cl)/C=C/C1C2CN(CC12)C1=CC2=C(C(=NS2)C(=O)O)C=C1